3-(6-methoxypyridin-3-yl)-3-(3-methylenecyclobutyl)propionic acid tert-butyl ester C(C)(C)(C)OC(CC(C1CC(C1)=C)C=1C=NC(=CC1)OC)=O